N-(3-(trifluoromethyl)phenyl)benzamide FC(C=1C=C(C=CC1)NC(C1=CC=CC=C1)=O)(F)F